(2-oxo-6-(piperidin-4-yl)benzo[d]oxazol-3(2H)-yl)piperidine-2,6-dione O=C1OC2=C(N1N1C(CCCC1=O)=O)C=CC(=C2)C2CCNCC2